CC1(C=2C=C3C(=CC2C(CC1)(C)C)C(C=C3)[Zr]C3C=CC=1C3=CC=3C(CCC(C3C1)(C)C)(C)C)C bis(5,5,8,8-tetramethyl-6,7-dihydro-1H-cyclopenta[b]naphthalen-1-yl)zirconium